5-(2-(3-methyl-5-trideuteromethoxyphenylamino)-5-methylpyrimidin-4-ylamino)benzo[d]oxazol-2(3H)-one CC=1C=C(C=C(C1)OC([2H])([2H])[2H])NC1=NC=C(C(=N1)NC=1C=CC2=C(NC(O2)=O)C1)C